COCCN(CCNC(O[C@H]1[C@@H](NC[C@H]1O)CC1=CC=C(C=C1)OC)=O)CCOC (2S,3S,4R)-4-hydroxy-2-[(4-methoxyphenyl)methyl]pyrrolidin-3-yl N-{2-[bis(2-methoxyethyl)amino]ethyl}carbamate